N-(9-(4-amino-3-(hydroxymethyl)butyl)-6-oxo-6,9-dihydro-1H-purin-2-yl)-2-(1,4,8,11-tetraazacyclotetradecan-1-yl)acetamide NCC(CCN1C=2N=C(NC(C2N=C1)=O)NC(CN1CCNCCCNCCNCCC1)=O)CO